C(C)(C)(C)OC(=O)NCCC(=O)[O-] 3-(tert-butoxycarbonylamino)propionate